(tert-butyldimethylsilyloxy)hex-5-ene-2-sulfonamide [Si](C)(C)(C(C)(C)C)OCC(CCC=C)S(=O)(=O)N